[4-(3-chloro-phenyl)-pyrimidin-2-yl]-(4-trifluoromethyl-phenyl)-amine ClC=1C=C(C=CC1)C1=NC(=NC=C1)NC1=CC=C(C=C1)C(F)(F)F